ClC(OC1=CC=C(C=C1)NC(C1=CN=C(C(=C1)C1=CC=NN1)N1CCN(CC1)C1CCN(CC1)CC=1C(=C2CN(C(C2=CC1)=O)C1C(NC(CC1)=O)=O)F)=O)(F)F N-(4-(chlorodifluoromethoxy)phenyl)-6-(4-(1-((2-(2,6-dioxopiperidin-3-yl)-4-fluoro-1-Oxoisoindoline-5-yl)methyl)piperidin-4-yl)piperazin-1-yl)-5-(1H-pyrazol-5-yl)nicotinamide